CN1N=C(C=C1C)NC1=NC=C(C(=N1)C1=CNC2=C(C=CC=C12)N1C(C2=CC=C(C=C2C1=O)[N+](=O)[O-])=O)C 2-(3-(2-((1,5-dimethyl-1H-pyrazol-3-yl)amino)-5-methylpyrimidin-4-yl)-1H-indol-7-yl)-5-nitroisoindoline-1,3-dione